N1N=C(C=C1)CC1=C2C=CN(C2=CC(=C1OC=1C=CC(=C(C1)C1=NC(=NN1C)C(CCC(CCO)(C)C)(C)C1=CC(=CC=C1)Br)F)F)S(=O)(=O)C1=CC=CC=C1 6-(5-(5-((4-((1H-Pyrazol-3-yl)methyl)-6-fluoro-1-(phenylsulfonyl)-1H-indol-5-yl)oxy)-2-fluorophenyl)-1-methyl-1H-1,2,4-triazol-3-yl)-6-(3-bromophenyl)-3,3-dimethylheptan-1-ol